ClCC(=O)NC1(CC(C2(OCCO2)CC1)(C)C)CO 2-chloro-N-(8-(hydroxymethyl)-6,6-dimethyl-1,4-dioxaspiro[4.5]decan-8-yl)acetamide